Water Bromide [Br-].O